2-phenyl-1H-phenanthro[9,10-d]Imidazole C1(=CC=CC=C1)C1=NC2=C(N1)C1=CC=CC=C1C=1C=CC=CC12